2-((5-((3-chloro-4-fluorophenyl)(hydroxy)methyl)-4-methylthiazol-2-yl)amino)-2-oxoethyl methylsulfamate CNS(OCC(=O)NC=1SC(=C(N1)C)C(O)C1=CC(=C(C=C1)F)Cl)(=O)=O